FC=1C=C(C=CC1CN1C(=NC=C1)C)C1=C(SC(=C1)CC(C)C)S(=O)(=O)NC(N(CC1=NC=CC=C1)C)=O 3-(3-{3-fluoro-4-[(2-methyl-1H-imidazol-1-yl)methyl]phenyl}-5-isobutyl-2-thienylsulfonyl)-1-methyl-1-[(2-pyridyl)methyl]urea